6-methyl-3-(3-(methylamino)propoxy)pyrimidin CC=1C=CN(CN1)OCCCNC